4-(3H-PYRAZOLO[4,3-F]CHINOLIN-7-YL)-N-(2-(DIMETHYLAMINO)ETHYL)BENZAMID C1=NNC=2C1=C1C=CC(=NC1=CC2)C2=CC=C(C(=O)NCCN(C)C)C=C2